7-trifluoromethyl-N4-(5-methyl-1H-pyrazol-3-yl)-N2-(2,4-difluorophenyl)quinazoline-2,4-diamine FC(C1=CC=C2C(=NC(=NC2=C1)NC1=C(C=C(C=C1)F)F)NC1=NNC(=C1)C)(F)F